C1(CC1)C(NS(=O)(=O)C1=CC=C(C=C1)S(=O)(=O)NC=1C=CC(=C2C(=CNC12)Cl)Cl)C1=NC=CC(=C1)C N1-(cyclopropyl(4-methylpyridin-2-yl)methyl)-N4-(3,4-dichloro-1H-indol-7-yl)benzene-1,4-disulfonamide